NC1(CCN(CC1)C1=NC(=C2C(=N1)NN=C2C2=C(C(=CC=C2)Cl)Cl)C(=O)O)C2=CC=C(C=C2)Cl 6-(4-Amino-4-(4-chlorophenyl)piperidin-1-yl)-3-(2,3-dichlorophenyl)-1H-pyrazolo[3,4-d]pyrimidine-4-carboxylic acid